FC1=C(CN2CCC(CC2)N2CC(C2)(N2N=CC(=C2)C=2C3=C(N=CN2)NC=C3)CC#N)C=CC(=C1)F {1-[1-(2,4-difluorobenzyl)piperidin-4-yl]-3-[4-(7H-pyrrolo[2,3-d]pyrimidin-4-yl)-1H-pyrazol-1-yl]azetidin-3-yl}acetonitrile